(1R,2S,5S)-6,6-dimethyl-3-[(2S)-3-tetrahydrofuran-3-yl-2-[(2,2,2-trifluoroacetyl)amino]propanoyl]-3-azabicyclo[3.1.0]hexane-2-carboxylic acid CC1([C@H]2CN([C@@H]([C@@H]12)C(=O)O)C([C@H](CC1COCC1)NC(C(F)(F)F)=O)=O)C